N-(4-(4-morpholino-7-((2-(trimethylsilyl)ethoxy)methyl)-7H-pyrrolo[2,3-d]pyrimidin-6-yl)phenyl)-4-vinylpyridine-2-sulfonamide O1CCN(CC1)C=1C2=C(N=CN1)N(C(=C2)C2=CC=C(C=C2)NS(=O)(=O)C2=NC=CC(=C2)C=C)COCC[Si](C)(C)C